2-(2,2-difluoro-3-(4-(trifluoromethyl)phenyl)bicyclo[1.1.1]pentan-1-yl)ethan-1-ol FC1(C2(CC1(C2)C2=CC=C(C=C2)C(F)(F)F)CCO)F